(S)-benzyl (2-(3-((3-(4-(7-fluoroquinolin-4-yl)piperazine-1-carbonyl)pyrrolidin-1-yl)sulfonyl)-1H-1,2,4-triazol-1-yl)ethyl)carbamate FC1=CC=C2C(=CC=NC2=C1)N1CCN(CC1)C(=O)[C@@H]1CN(CC1)S(=O)(=O)C1=NN(C=N1)CCNC(OCC1=CC=CC=C1)=O